ClC1=C(C=CC=C1Cl)C1=CN=C(O1)CSC1=NC(=CC(=N1)N)C(F)(F)F 2-({[5-(2,3-Dichlorophenyl)-1,3-oxazol-2-yl]methyl}sulfanyl)-6-(trifluoromethyl)pyrimidin-4-amin